2-isopropenyl-5,6-dihydro-4H-1,3-oxazine C(=C)(C)C=1OCCCN1